BrC1=CC=C2C(O\C(\C2=C1)=C/C=1C=CC(=C(C(=O)N2CC(N(CC2)C2=CC=C(C=N2)C#N)C)C1)F)=O 6-[4-[5-[(Z)-(6-bromo-3-oxo-isobenzofuran-1-ylidene)methyl]-2-fluoro-benzoyl]-2-methyl-piperazin-1-yl]pyridine-3-carbonitrile